4-(3-(5-fluoropyridin-2-yl)-1-methyl-1H-pyrazol-4-yl)-6-methyl-1H-pyrazolo[3,4-b]pyridine FC=1C=CC(=NC1)C1=NN(C=C1C1=C2C(=NC(=C1)C)NN=C2)C